ICC(=O)O Iodoacetic acid